2-((pyrimidin-5-ylmethyl)sulfanyl)-3,5,6,7-tetrahydro-4H-cyclopenta[d]pyrimidin-4-one N1=CN=CC(=C1)CSC=1NC(C2=C(N1)CCC2)=O